FC(C(=O)[O-])(F)F.COC1=C(C=CC=C1)C[N+]1=CC(=CC=C1)CC(=O)O 2-[1-[(2-methoxyphenyl)methyl]pyridin-1-ium-3-yl]acetic acid trifluoroacetate